6-[5-({[2-(cyclobutylmethoxy)pyridin-3-yl]methyl}carbamoyl)-6-methoxypyridin-3-yl]-N-methyl-1H-indazole-3-carboxamide C1(CCC1)COC1=NC=CC=C1CNC(=O)C=1C=C(C=NC1OC)C1=CC=C2C(=NNC2=C1)C(=O)NC